(2-ethoxyethyl)-5,7-difluoro-2-(4-fluorophenyl)-1H-indole C(C)OCCN1C(=CC2=CC(=CC(=C12)F)F)C1=CC=C(C=C1)F